BrC=1C(=NN2C1COCC2)C 3-bromo-2-methyl-6,7-dihydro-4H-pyrazolo[5,1-c][1,4]oxazine